7-bromo-5-isopropoxybenzo[b]thiophene-2-carboxylic acid methyl ester COC(=O)C1=CC2=C(S1)C(=CC(=C2)OC(C)C)Br